COC(=O)C=1N=CSC1CCCOC1=C(C=C(C=C1)C#CCN(C)C)F 5-(3-{4-[3-(dimethylamino)prop-1-yn-1-yl]-2-fluorophenoxy}propyl)-1,3-thiazole-4-carboxylic acid methyl ester